(E)-2,4-difluoro-N-(5-(4-(4-(4-oxopent-2-enoyl)piperazin-1-yl)pyrido[3,2-d]pyrimidin-6-yl)-2-(trifluoromethoxy)pyridin-3-yl)benzenesulfonamide FC1=C(C=CC(=C1)F)S(=O)(=O)NC=1C(=NC=C(C1)C=1C=CC=2N=CN=C(C2N1)N1CCN(CC1)C(\C=C\C(C)=O)=O)OC(F)(F)F